C(CCCCC\C=C/CC\C=C/CCCC)O Z,Z-7,11-hexadecadienol